S(CCC(C(=O)O)CC1=CC(=C(C(=C1)C(C)(C)C)O)C(C)(C)C)CCC(C(=O)O)CC1=CC(=C(C(=C1)C(C)(C)C)O)C(C)(C)C.C=C(C)C Isobutene thiobis(ethane-2,1-diyl)bis(3-(3,5-di-tert-butyl-4-hydroxyphenyl)propionate)